C(C)(C)(C)[Si](OC1CCC(CC1)N1N=CC(=C1C)C=1C=C(C=2N(C1)N=CC2C#N)SC2=C(C=C(C=C2)F)C#N)(C)C 6-[1-[4-[tertbutyl(dimethyl)silyl]oxycyclohexyl]-5-methyl-pyrazol-4-yl]-4-(2-cyano-4-fluoro-phenyl)sulfanyl-pyrazolo[1,5-a]pyridine-3-carbonitrile